O-Benzotriazol-1-yl-N,N,N',N'-tetra-methyluronium hexafluorophosphat F[P-](F)(F)(F)(F)F.N1(N=NC2=C1C=CC=C2)OC(=[N+](C)C)N(C)C